C(CCC)NC(CCC)O N-butylaminobutanol